1-Cyclohexylmethylimidazolin-2-imine Hydrobromide Br.C1(CCCCC1)CN1C(NCC1)=N